C(#C)C1=NC=CC(=N1)C 2-Ethynyl-4-methylpyrimidine